8-[(3S)-3-(but-2-ynoylamino)cyclohexen-1-yl]-7-fluoro-1,2,3,4-tetra-hydrocyclopenta[b]indole-5-carboxamide C(C#CC)(=O)N[C@@H]1C=C(CCC1)C1=C2C3=C(NC2=C(C=C1F)C(=O)N)CCC3